BrC1=CC=C(C=C1)C[N+]#[C-] 1-bromo-4-(isocyanomethyl)benzene